CN1CCC2(C[C@@H]2C(=O)N[C@@H](CCCCCC(CC)=O)C=2OC(=CN2)C=2C=C3C=CC(N(C3=CC2)C)=O)CC1 (S)-6-methyl-N-((S)-1-(5-(1-methyl-2-oxo-1,2-dihydroquinolin-6-yl)oxazol-2-yl)-7-oxononyl)-6-azaspiro[2.5]octane-1-carboxamide